CC1=NN2C(N=C(C(=C2C)O[C@H]2CN(CC2)C2=CC=C(C=C2)C2=CC=C(N=N2)CN2CC(C2)C(=O)N)C)=N1 (R)-1-((6-(4-(3-((2,5,7-trimethyl-[1,2,4]triazolo[1,5-a]pyrimidin-6-yl)oxy)pyrrolidin-1-yl)phenyl)pyridazin-3-yl)methyl)azetidine-3-carboxamide